FC1=C(C(=CC=C1)F)C=1SC=C(N1)C(=O)OCC Ethyl 2-(2,6-difluorophenyl)-1,3-thiazole-4-carboxylate